[Si](C)(C)(C(C)(C)C)O[C@@H]1CC(N(C1)C(=O)OC(C)(C)C)C=1C=NC=C(C1Cl)F tert-butyl (4R)-4-((tert-butyldimethylsilyl)oxy)-2-(4-chloro-5-fluoropyridin-3-yl)pyrrolidine-1-carboxylate